tert-butyl (4aS,9bS)-7-(trifluoromethoxy)-3,4,4a,9b-tetrahydrobenzofuro[3,2-b]pyridine-1(2H)-carboxylate FC(OC1=CC2=C(C=C1)[C@@H]1N(CCC[C@@H]1O2)C(=O)OC(C)(C)C)(F)F